(6S,7S)-N-(2,2-difluoroethyl)-6-((2-fluoro-[1,1'-biphenyl]-3-yl)methyl)-N-methyl-7-(methyl-sulfonamido)-5-azaspiro[2.4]heptane-5-carboxamide FC(CN(C(=O)N1CC2(CC2)[C@@H]([C@@H]1CC=1C(=C(C=CC1)C1=CC=CC=C1)F)NS(=O)(=O)C)C)F